1-(5-cyclopropyl-thiophen-2-yl)ethan-1-one C1(CC1)C1=CC=C(S1)C(C)=O